C[C@@H]1O[C@@H](CN(C1)C1=CC(=CC(=N1)C1=NC2=CC(=NC=C2C=C1)CN)F)C (2-(6-((cis)-2,6-dimethylmorpholino)-4-fluoropyridin-2-yl)-1,6-naphthyridin-7-yl)methanamine